benzyl 1-(benzyloxycarbonylsulfamoyl)-3-[1-[2-(2,2,2-trifluoroethylamino)acetyl]-4-piperidyl]pyrrole-2-carboxylate C(C1=CC=CC=C1)OC(=O)NS(=O)(=O)N1C(=C(C=C1)C1CCN(CC1)C(CNCC(F)(F)F)=O)C(=O)OCC1=CC=CC=C1